α-n-propylacrylic acid C(CC)C(C(=O)O)=C